C[C@H]1O[C@@H](CN(C1)C=1C=C2C(=CN1)O[C@]1(CN([C@H](C1)C)CC1=C(N=C(S1)NC(C)=O)F)C2)C N-(5-(((2R,5'S)-5-((2R,6R)-2,6-Dimethylmorpholino)-5'-methyl-3H-spiro[furo[2,3-c]pyridine-2,3'-pyrrolidin]-1'-yl)methyl)-4-fluorothiazol-2-yl)acetamide